CC1=NOC(=C1C=1C=C2C(=NC1)N(C=C2B2OC(C(O2)(C)C)(C)C)C2CCOCC2)C 3,5-dimethyl-4-(1-(tetrahydro-2H-pyran-4-yl)-3-(4,4,5,5-tetramethyl-1,3,2-dioxaborolan-2-yl)-1H-pyrrolo[2,3-b]pyridin-5-yl)isoxazole